C(C1=CC=CC=C1)OC1=C(C(=NC(=C1)Cl)C)SC(C)C 4-benzyloxy-6-chloro-3-isopropylsulfanyl-2-methyl-pyridine